C(C(=C)C)(=O)OC1(CCCC1)C#C 1-ethynyl-1-cyclopentyl methacrylate